N-Benzylsulfonyl-4-[4-[[2-[2-(4-hydroxyphenyl)ethynyl]phenyl]methyl]piperazine-1-yl]benzamide C(C1=CC=CC=C1)S(=O)(=O)NC(C1=CC=C(C=C1)N1CCN(CC1)CC1=C(C=CC=C1)C#CC1=CC=C(C=C1)O)=O